isopropyl (trans-4-(5-(2-(N-(tert-butyl)sulfamoyl)-4-(3-methyl-1H-indol-6-yl)phenyl)thiazol-2-yl)cyclohexyl)carbamate C(C)(C)(C)NS(=O)(=O)C1=C(C=CC(=C1)C1=CC=C2C(=CNC2=C1)C)C1=CN=C(S1)[C@@H]1CC[C@H](CC1)NC(OC(C)C)=O